CN1CC2=CC(=CC(=C2C2(C1)CC2)C)C=2N=CC(=NC2)N 5-(2',5'-dimethyl-2',3'-dihydro-1'H-spiro[cyclopropan-1,4'-isoquinolin]-7'-yl)pyrazin-2-amine